(E)-2-methyl-N-(3-(trifluoromethyl)benzylidene)propane-2-sulfinamide Cycloheptyl-(R)-4-methylbenzenesulfonate C1(CCCCCC1)OS(=O)(=O)C1=CC=C(C=C1)C.CC(C)(C)S(=O)/N=C/C1=CC(=CC=C1)C(F)(F)F